2-Methoxyethyl-(2-{2-chloro-4-fluoro-5-[3-methyl-2,6-dioxo-4-(trifluoromethyl)-3,6-dihydropyrimidine-1(2H)-yl]phenoxy}phenoxy)acetate COCCOC(COC1=C(C=CC=C1)OC1=C(C=C(C(=C1)N1C(N(C(=CC1=O)C(F)(F)F)C)=O)F)Cl)=O